CON(C(=O)NC)CC1=CC=C(C=C1)C=1NOC=C(N1)C(F)(F)F N-methoxy-N'-methyl-N-({4-[5-(trifluoromethyl)-1,2,4-oxadiazin-3-yl]phenyl}methyl)urea